2,6-dibromo-isonicotinamide BrC=1C=C(C(=O)N)C=C(N1)Br